C(#N)CC(=O)NC=1N=C2N(N=C(C=C2)C=2C=C(C(=NC2)OC)C(=O)NCC2=C(C(=CC(=C2)F)F)OCC2CC2)C1 5-[2-(2-cyanoacetamido)imidazo[1,2-b]pyridazin-6-yl]-N-{[2-(cyclopropylmethoxy)-3,5-difluorophenyl]methyl}-2-methoxypyridine-3-carboxamide